C(C)(=O)OC[C@@H]1[C@H]([C@@H]([C@H](C(O)O1)OC(CCCCC)=O)OC(CCCCC)=O)OC(CCCCC)=O 6-O-acetyl-2,3,4-tri-O-hexanoyl-D-glucopyranose